2-butyl-8-methoxy-2-methyl-4-(8-methylimidazo[1,2-b]pyridazin-3-yl)-2H-benzo[e][1,3]oxazine C(CCC)C1(OC2=C(C(=N1)C1=CN=C3N1N=CC=C3C)C=CC=C2OC)C